Cl.C(C)N(C1=NC=C(C=N1)C1=C2C=C(C(=CC2=CC2=C1C(OC2)=O)OC)OC)CCO 9-(2-(ethyl(2-hydroxyethyl)amino)pyrimidin-5-yl)-6,7-dimethoxynaphtho[2,3-c]furan-1(3H)-one hydrochloride